C(C)(C)(C)OC(=O)N1C(NCC1)=O 2-oxoimidazolidine-1-carboxylic acid tert-butyl ester